5-bromo-2-(3,3-difluorocyclobutyl)thiazole BrC1=CN=C(S1)C1CC(C1)(F)F